N1CC(C1)N1CNC=2N=NC(=CC21)C2=C(C=CC=C2)O 5-(azetidin-3-yl)-3-(2-hydroxyphenyl)-7H-imidazo[4,5-c]Pyridazin